C(CC)OC(C(F)(F)F)(F)F 1,1,2,2,2-pentafluoroethyl propyl ether